methyl 3-[4-[3-chloro-4-[(1S,2S)-2-(4-fluorophenyl)cyclopropyl]-6-methyl-2-oxo-1-pyridyl]-5-methyl-2-pyridyl]-2-fluoro-benzoate ClC=1C(N(C(=CC1[C@@H]1[C@H](C1)C1=CC=C(C=C1)F)C)C1=CC(=NC=C1C)C=1C(=C(C(=O)OC)C=CC1)F)=O